tert-Butyl (4-chloro-2-fluorophenyl)carbamate ClC1=CC(=C(C=C1)NC(OC(C)(C)C)=O)F